2-[(triethoxysilyl)propyl]dibenzyl-resorcinol C(C)O[Si](OCC)(OCC)CCCC1=C(O)C(=CC(=C1O)CC1=CC=CC=C1)CC1=CC=CC=C1